CC1(OB(OC1(C)C)C=1C=NOC1)C 4-(4,4,5,5-Tetramethyl-1,3,2-dioxaborolan-2-yl)-1,2-oxazole